NC([C@H](CO[Si](C)(C)C(C)(C)C)N1C(C2(C1)CCN(CC2)C(=O)OC(C)(C)C)=O)=O tert-butyl (S)-2-(1-amino-3-((tert-butyldimethylsilyl)oxy)-1-oxopropan-2-yl)-1-oxo-2,7-diazaspiro[3.5]nonane-7-carboxylate